O1C(=CC=C1)C1=C2C(NC(=N1)N)=NN=N2 7-furan-2-yltriazolo[5,4-d]pyrimidine-5-amine